N-[(3-chloro-4-fluorophenyl)-[5-methyl-4-(methylsulfonimidoyl)-1H-imidazol-2-yl]methyl]-5-(trifluoromethoxy)pyridin-2-amine ClC=1C=C(C=CC1F)C(NC1=NC=C(C=C1)OC(F)(F)F)C=1NC(=C(N1)S(=O)(=N)C)C